trans-4-((tert-Butyldimethylsilyl)oxy)-N-(3-iodophenyl)-N-((trans-4-(4-methoxy-3-methylphenyl)cyclohexyl)methyl)cyclohexanecarboxamide [Si](C)(C)(C(C)(C)C)O[C@@H]1CC[C@H](CC1)C(=O)N(C[C@@H]1CC[C@H](CC1)C1=CC(=C(C=C1)OC)C)C1=CC(=CC=C1)I